NCC#CC=1C=C(C(=O)N2CCN(CC2)C(=O)OCCOC2=CC=C(C=C2)C(=O)C2=CC=C(C=C2)C2=C(C=CC(=C2)C(NC2CC2)=O)C)C=CC1C(=O)OC 2-(4-(5'-(cyclopropylcarbamoyl)-2'-methyl-[1,1'-biphenyl]-4-carbonyl)phenoxy)ethyl 4-(3-(3-aminoprop-1-yn-1-yl)-4-(methoxycarbonyl)benzoyl)piperazine-1-carboxylate